BrC1=C(C=CC=C1N(C1=CC2=CC=CC=C2C=C1)C1=CC=CC2=CC=CC=C12)N(C1=CC=C(C=C1)C(C)(C)C)C1=CC=C(C=C1)C(C)(C)C 2-bromo-N1,N1-bis(4-(tert-butyl)phenyl)-N3-(naphthalen-1-yl)-N3-(naphthalen-2-yl)benzene-1,3-diamine